7-(2-Fluoro-4-hydroxyphenyl)-8-[4-[(3S)-1-(3-fluoropropyl)pyrrolidin-3-yl]oxyphenyl]-5,6-dihydronaphthalin-2-ol FC1=C(C=CC(=C1)O)C=1CCC=2C=CC(=CC2C1C1=CC=C(C=C1)O[C@@H]1CN(CC1)CCCF)O